C1CCC12CN(CC2)CCO[C@H](C)C2=CC=C(C=N2)C2=CC=1C3=C(N=NC1C=C2)N(C(N3C3CCOCC3)=O)C (R)-8-(6-(1-(2-(6-azaspiro[3.4]octan-6-yl)ethoxy)ethyl)pyridin-3-yl)-3-methyl-1-(tetrahydro-2H-pyran-4-yl)-1H-imidazo[4,5-c]cinnolin-2(3H)-one